C(#C)N1C(=NC2=C1C=C(C=C2F)F)C ethynyl-4,6-difluoro-2-methyl-1H-1,3-benzodiazole